COC1=CC=C(CC2=C(C(=CC=C2)C2=CC=C(C=C2)OC)C(=O)OCC2=CC=CC=C2)C(=C1)OC benzyl 4,4',6-trimethoxybenzyl-[1,1'-biphenyl]-2-carboxylate